C(C)O[Si](OCC)(OCC)CCCSSSSCCC[Si](OCC)(OCC)OCC bis[(triethoxysilyl) propyl] tetrasulfide